Cl.CC1=C(C(=CC=C1)C)C1=C(C=CC(=N1)NS(=O)(=O)C1=NC(=CC=C1)N1C[C@H](NCC1)CO)C(F)(F)F (S)-N-(6-(2,6-dimethylphenyl)-5-(trifluoromethyl)pyridin-2-yl)-6-(3-(hydroxymethyl)piperazin-1-yl)pyridine-2-sulfonamide hydrochloride